FC(OC1=C(C=C(C=C1)OC=1C=NN(C1)C1CCN(CC1)C)C1=NN(C=C1NC(=O)C=1C=NN2C1N=CC=C2)C)F N-(3-(2-(difluoromethoxy)-5-((1-(1-methylpiperidin-4-yl)-1H-pyrazol-4-yl)oxy)phenyl)-1-methyl-1H-pyrazol-4-yl)pyrazolo[1,5-a]pyrimidine-3-carboxamide